C(C=C)N1N(C2=NC(=NC=C2C1=O)NC1=CC=C(C=C1)OCCF)C1=NC(=NC=C1)OC1CCN(CC1)C 2-allyl-6-((4-(2-fluoroethoxy)phenyl)amino)-1-(2-((1-methylpiperidin-4-yl)oxy)pyrimidin-4-yl)-1,2-dihydro-3H-pyrazolo[3,4-d]pyrimidin-3-one